N-(4,4-difluorocyclohexyl)-2-(6-methylpyridin-2-yl)-6-(oxazol-5-ylmethoxy)pyrimidin-4-amine FC1(CCC(CC1)NC1=NC(=NC(=C1)OCC1=CN=CO1)C1=NC(=CC=C1)C)F